C(C)OC(C1=C(C(=CC=C1)SC1=CN(C2=C(C(=CC=C12)Cl)F)C=1C=NN(C1)CCC)F)=O 3-((6-chloro-7-fluoro-1-(1-propyl-1H-pyrazol-4-yl)-1H-indol-3-yl)thio)-2-fluorobenzoic acid ethyl ester